(dimethylamino)methyl-cyclopropane CN(C)CC1CC1